1-METHYL-1H-INDAZOLE-4-CARBALDEHYDE CN1N=CC=2C(=CC=CC12)C=O